Cl.NC1CCN(CC1)C1=CC=CC(=N1)S(=O)(=O)NC1=NC(=C(C=C1)C(F)(F)F)C1=C(C=CC=C1)C 6-(4-aminopiperidin-1-yl)-N-(6-(o-tolyl)-5-(trifluoromethyl)pyridin-2-yl)pyridine-2-sulfonamide hydrochloride